FC=1C=C(C=C(C1OC=1C=NC(=NC1)C)F)CO (3,5-difluoro-4-((2-methylpyrimidin-5-yl)oxy)phenyl)methanol